BrN1C(=NC(=C1)C(=O)O)Br 1,2-dibromoimidazole-4-carboxylic acid